BrC1=CC(=NC=C1)N1C(CN(CC1)C(=O)OC(C)(C)C)=O tert-butyl 4-(4-bromopyridin-2-yl)-3-oxopiperazine-1-carboxylate